C1(CC1)C1=CN=C2C(=N1)N(N=C2N)[C@H]2CN(CC2)C |r| (±)-6-cyclopropyl-1-(1-methylpyrrolidin-3-yl)-1H-pyrazolo[3,4-b]pyrazin-3-amine